FC(S(=O)(=O)OC1=CC2=C(N=C(N=C2)NC=2C=NN(C2)C)N=C1C)(F)F 7-methyl-2-((1-methyl-1H-pyrazol-4-yl)amino)pyrido[2,3-d]pyrimidin-6-yl trifluoromethanesulfonate